tert-butyl 5-(4-bromo-3-fluorobenzoyl)hexahydropyrrolo[3,4-c]pyrrole-2(1H)-carboxylate BrC1=C(C=C(C(=O)N2CC3C(C2)CN(C3)C(=O)OC(C)(C)C)C=C1)F